bromooctylamine BrCCCCCCCCN